BrC=1C=C(C=NC1)NC(C)=O N-(5-bromo-3-pyridinyl)acetamide